tert-butyl (S)-2-((((9H-fluoren-9-yl)methoxy)carbonyl)amino)-3-(4-cyanopyridin-2-yl)propanoate C1=CC=CC=2C3=CC=CC=C3C(C12)COC(=O)N[C@H](C(=O)OC(C)(C)C)CC1=NC=CC(=C1)C#N